3-(propylsulfanylmethyl)azetidine trifluoroacetate FC(C(=O)O)(F)F.C(CC)SCC1CNC1